ClC1=C(C=C(C=C1)C1CCC(CC1)C1=CC(=C(C=C1F)NC1C(NC(CC1)=O)=O)OC)F 3-((4-((1s,4s)-4-(4-Chloro-3-fluorophenyl)cyclohexyl)-5-fluoro-2-methoxyphenyl)amino)piperidine-2,6-dione